CC(CC1=CC=CC=C1)CC 2-methyl-1-phenyl-butane